C(C=CCCCCCCCCCCCCCCCCC)(=O)[O-].[La+3].N(=C=O)CCC[Si](OCC)(OCC)C.C(C=CCCCCCCCCCCCCCCCCC)(=O)[O-].C(C=CCCCCCCCCCCCCCCCCC)(=O)[O-] 3-isocyanatopropyl-methyl-diethoxysilane lanthanum eicosenoate